C(C1=CN=CC=C1)(=O)O.O1C(CC=C1)=O furanone nicotinate